C(C)(C)(C)OC(=O)NC=1C=CC=2N(C1)N=C(C2C(=O)OC)C2=CC=CC=C2 Methyl 6-[(tert-butoxycarbonyl) amino]-2-phenylpyrazolo[1,5-a]pyridine-3-carboxylate